5-chloro-1-((2-chloropyridin-5-yl)methyl)-8-nitro-2,3-dihydro-1H-imidazo[1,2-a]pyridin ClC1C=CC(=C2N1CCN2CC=2C=CC(=NC2)Cl)[N+](=O)[O-]